6-N-[(1-aminocyclopropyl)methyl]-4-N-(3-chloro-4-methylphenyl)-1-methylpyrazolo[3,4-d]pyrimidine-4,6-diamine NC1(CC1)CNC1=NC(=C2C(=N1)N(N=C2)C)NC2=CC(=C(C=C2)C)Cl